N-(4-((2',4'-difluoro-[1,1'-biphenyl]-3-yl)amino)-7-(3-methyl-3-(4-methylpiperazin-1-yl)but-1-yn-1-yl)quinazolin-6-yl)acrylamide FC1=C(C=CC(=C1)F)C1=CC(=CC=C1)NC1=NC=NC2=CC(=C(C=C12)NC(C=C)=O)C#CC(C)(N1CCN(CC1)C)C